(E)-2-(Benzyloxycarbonylamino)-5-[1-(tert-butoxycarbonylamino)cyclopropyl]pent-2-enoic acid methyl ester COC(/C(=C\CCC1(CC1)NC(=O)OC(C)(C)C)/NC(=O)OCC1=CC=CC=C1)=O